NC1=NC=NN2C1=C(C=C2C=2C=C(C(=NC2)OC)C(=O)N[C@@H]2CN(C[C@@H]2F)S(=O)(=O)CC2=CC(=CC=C2)F)C(F)(F)F 5-[4-amino-5-(trifluoromethyl)pyrrolo[2,1-f][1,2,4]triazin-7-yl]-N-[(3R,4S)-4-fluoro-1-[(3-fluorophenyl)methanesulfonyl]pyrrolidin-3-yl]-2-methoxypyridine-3-carboxamide